N-(2-hydroxy-2-phenylethyl)-4-(5-methyl-2-((1-methyl-1H-pyrazol-5-yl)amino)pyrimidin-4-yl)oxazole-2-carboxamide OC(CNC(=O)C=1OC=C(N1)C1=NC(=NC=C1C)NC1=CC=NN1C)C1=CC=CC=C1